C(C)OC1=CC=CC2=C1OC=1CN(CCC12)CCCCOC1=CC=CCC1 6-(4-(8-ethoxy-3,4-dihydrobenzofuro[2,3-c]pyridin-2(1H)-yl)butoxy)-2H-benzene